NC1CCN(CC1)CC1=CC=C(CC2=NNC3=C2N=C(N=C3N)OCCCC)C=C1 3-(4-((4-Aminopiperidin-1-yl)methyl)benzyl)-5-butoxy-1H-pyrazolo[4,3-d]pyrimidin-7-amine